N'-(1,4-phenylenebis(methylene))bis(2-methoxy-N-methylethan-1-amine) C1(=CC=C(C=C1)CC(COC)NC)CC(COC)NC